NC1=C(C=C(C=C1)N1C[C@@H](N(CC1)C(=O)OC(C)(C)C)C)F tert-butyl (S)-4-(4-amino-3-fluorophenyl)-2-methylpiperazine-1-carboxylate